Cl.C1CC2=CC=C(C3=CC=CC1=C23)NN (1,2-dihydroacenaphthylene-5-yl)hydrazine hydrochloride